NC1=NC=CC(=C1Cl)SC=1C=2C(C(=NC1)N1CCC3(CC1)[C@@H](C1=CC(=CC=C1C3)Br)N)=NSN2 (S)-1'-(7-((2-amino-3-chloropyridin-4-yl)thio)-[1,2,5]thiadiazolo[3,4-c]pyridin-4-yl)-6-bromo-1,3-dihydrospiro[indene-2,4'-piperidin]-1-amine